Tert-butyl 2-(6-(trifluoromethyl)pyridin-3-yl)-1H-pyrrole-1-carboxylate FC(C1=CC=C(C=N1)C=1N(C=CC1)C(=O)OC(C)(C)C)(F)F